heptadecan-9-yl 8-((2-((2-hydroxyethyl)(methyl)amino)ethyl)(6-oxo-6-(undecyloxy)hexyl)amino)octanoate OCCN(CCN(CCCCCCCC(=O)OC(CCCCCCCC)CCCCCCCC)CCCCCC(OCCCCCCCCCCC)=O)C